NCC(C(C)(C)C)CC 3-(aminomethyl)-2,2-dimethylpentane